(1S,3R,4S,5R)-3-((5-chloro-4-(3-isopropyl-2-methyl-2H-indazol-5-yl)pyrimidin-2-yl)amino)-6,8-dioxabicyclo[3.2.1]octan-4-ol ClC=1C(=NC(=NC1)N[C@@H]1C[C@H]2CO[C@@H]([C@H]1O)O2)C2=CC1=C(N(N=C1C=C2)C)C(C)C